1-[2-[2-[(1S)-2-benzyloxy-1-methyl-ethoxy]ethoxy]ethyl]-4-bromo-pyrrole-2-carbonitrile C(C1=CC=CC=C1)OC[C@@H](OCCOCCN1C(=CC(=C1)Br)C#N)C